4-chlorobenzyl (4-((1-ethyl-1H-pyrazole-5-carboxamido)meth-yl)phenyl)carbamate C(C)N1N=CC=C1C(=O)NCC1=CC=C(C=C1)NC(OCC1=CC=C(C=C1)Cl)=O